[Br-].C(C=C)C1=NC=CN1C allyl-3-methylimidazole bromide